NC1CCC(CC1)NC(OC(C)(C)C)=O tert-butyl [(1r,4r)-4-aminocyclohexyl]carbamate